benzyl (1-fluoro-2-phenylvinyl) sulfide FC(=CC1=CC=CC=C1)SCC1=CC=CC=C1